(5-chloro-2-(1H-tetrazol-1-yl)phenyl)methylamine hydrochloride Cl.ClC=1C=CC(=C(C1)CN)N1N=NN=C1